2-cyano-3-(3-methyl-4-hydroxy-5-nitrophenyl)-N,N-diethylacrylamide diethylamine salt C(C)NCC.C(#N)C(C(=O)N(CC)CC)=CC1=CC(=C(C(=C1)[N+](=O)[O-])O)C